(1S,4S)-5-((4-(5-(difluoromethyl)-1,3,4-oxadiazol-2-yl)-2-fluorobenzyl)(4-fluorophenyl)thiocarbamoyl)-2,5-diazabicyclo[2.2.1]heptane-2-carboxylic acid tert-butyl ester C(C)(C)(C)OC(=O)N1[C@@H]2CN([C@H](C1)C2)C(N(C2=CC=C(C=C2)F)CC2=C(C=C(C=C2)C=2OC(=NN2)C(F)F)F)=S